C1(CC1)OC=1C(=CC2=CN(N=C2C1)[C@H]1C[C@H](CCC1)O)C(=O)NC=1C=NN2C1N=CC=C2 6-cyclopropoxy-2-((1r,3s)-3-hydroxycyclohexyl)-N-(pyrazolo[1,5-a]pyrimidin-3-yl)-2H-indazole-5-carboxamide